NC1=NC(=C(C=C1C=1C=C2C(=C(NC(C2=CC1)=O)C)Cl)Br)F 6-(2-amino-5-bromo-6-fluoropyridin-3-yl)-4-chloro-3-methylisoquinolin-1(2H)-one